methyl 2-[(9S)-7-[3'-(1-benzofuran-2-amido)-[1,1'-biphenyl]-4-yl]-4,5,13-trimethyl-3-thia-1,8,11,12-tetraazatricyclo[8.3.0.02,6]trideca-2(6),4,7,10,12-pentaen-9-yl]acetate O1C(=CC2=C1C=CC=C2)C(=O)NC=2C=C(C=CC2)C2=CC=C(C=C2)C=2C=1C(=C(SC1N1C(=NN=C1[C@@H](N2)CC(=O)OC)C)C)C